CC(C(=O)OCC(C)C)C(C(=O)OCC(C)C)C diisobutyl 2,3-dimethylsuccinate